C(#N)C1=CC=2N(N=C1)C(=CC2)C2=CC(=C(C=N2)C2=NN=C(S2)C(=O)N2C(CCC2)CNC([O-])=O)NC(C)C (1-((5-(6-(3-cyanopyrrolo[1,2-b]pyridazin-7-yl)-4-(isopropylamino) pyridin-3-yl)-1,3,4-thiadiazole-2-carbonyl)pyrrolidin-2-yl)methyl)carbamate